ClC1=C(C=C(C=C1)C(=O)N1CCC2(CC1)CCC(CC2)CCCNC)N2C(NC(CC2)=O)=O 1-(2-Chloro-5-(9-(3-(methylamino)propyl)-3-azaspiro[5.5]undecan-3-carbonyl)phenyl)dihydropyrimidine-2,4(1H,3H)-dione